(biphenylyl)(dimethylfluorenyl)(tert-butyldiphenylfluorenyl)amine C1(=C(C=CC=C1)N(C1=C(C(=C(C=2C3=CC=CC=C3CC12)C(C)(C)C)C1=CC=CC=C1)C1=CC=CC=C1)C1=C(C(=CC=2C3=CC=CC=C3CC12)C)C)C1=CC=CC=C1